C1(CCC1)CNC=1C2=C(N=C(N1)NC1=C(C=C(C=C1)S(=O)(=O)C1CNCCO1)OC)NC=C2C(F)(F)F N4-(cyclobutylmethyl)-N2-(2-methoxy-4-(morpholino-sulfonyl)phenyl)-5-(trifluoromethyl)-7H-pyrrolo[2,3-d]pyrimidine-2,4-diamine